FC(C1=NN(C(=C1)S(=O)(=O)C(C1CCN(CC1)C(=O)OC(C)(C)C)F)C)F tert-Butyl 4-(((3-(difluoromethyl)-1-methyl-1H-pyrazol-5-yl)sulfonyl)fluoromethyl)piperidine-1-carboxylate